The molecule is an optically active form of 1,2-distearoylphosphatidylethanolamine having (R)-configuration. It has a role as a mouse metabolite. It is an enantiomer of a (S)-1,2-distearoylphosphatidylethanolamine. It is a tautomer of a (R)-1,2-distearoylphosphatidylethanolamine zwitterion. CCCCCCCCCCCCCCCCCC(=O)OC[C@H](COP(=O)(O)OCCN)OC(=O)CCCCCCCCCCCCCCCCC